ClC=1C=CC2=C(NC[C@@H](O2)C(=O)NC23CC(C2)(C3)N3N=CC(=C3)C3=NC=C(C=C3)C(F)(F)F)C1 (2R)-6-chloro-N-(3-{4-[5-(trifluoromethyl)pyridin-2-yl]-1H-pyrazol-1-yl}bicyclo[1.1.1]pentan-1-yl)-3,4-dihydro-2H-1,4-benzoxazine-2-carboxamide